2-(thiocyanatomethylthio)-1,3-benzothiazole S(C#N)CSC=1SC2=C(N1)C=CC=C2